1-(3,5-dimethylbenzyl)-4-hydroxypiperidine CC=1C=C(CN2CCC(CC2)O)C=C(C1)C